C1(CC1)C(=O)NC1=CC(=C(N=N1)C(=O)NC([2H])([2H])[2H])NC1=NC=CC(=C1OC)C1=NC=C(N=C1)C(N(C)C)=O 6-Cyclopropanamido-4-({4-[5-(dimethylcarbamoyl)pyrazin-2-yl]-3-methoxypyridin-2-yl}amino)-N-(2H3)methylpyridazin-3-carboxamid